C(C)(C)(C)C=1C=C(NN1)NC(=O)NC1=CC=C(C=C1)N1C=NC2=C1C=CC(=C2)OCCCN(C)C 1-(5-tert-butyl-2H-pyrazol-3-yl)-3-{4-[5-(3-dimethylamino-propoxy)-benzoimidazol-1-yl]-phenyl}-urea